1-(4-chloro-7,8-dihydro-2-methyl-7-oxopyrido[2,3-d]pyrimidin-6-yl)cyclopropanecarbonitrile ClC=1C2=C(N=C(N1)C)NC(C(=C2)C2(CC2)C#N)=O